FC=1C=C(C=CC1OC)CC=O 2-(3-fluoro-4-methoxyphenyl)acetaldehyde